C[C@@H]1O[C@H](CC(C1)N(C(OC(C)(C)C)=O)CC=1C=C2C=CC(=NC2=CC1)C=O)C |r| tert-butyl ((2SR,6SR)-2,6-dimethyltetrahydro-2H-pyran-4-yl)((2-formylquinolin-6-yl)methyl)carbamate